C([2H])([2H])([2H])N1N=NC=C1 (methyl-d3)-1H-1,2,3-triazol